C1(=CC=CC=C1)C1=NNC(N1C1=CC=CC2=CC=CC=C12)C1=CC=CC=C1 3,5-Diphenyl-4-(1-naphthyl)-1H-1,2,4-triazole